5-amino-N-(1-(4-cyclopropyl-2-fluorophenyl)ethyl)-N-methyl-1-((2-(trimethylsilyl)ethoxy)methyl)-6,8-dihydro-1H-furo[3,4-d]pyrrolo[3,2-b]pyridine-2-carboxamide NC1=C2C(=C3C(=N1)C=C(N3COCC[Si](C)(C)C)C(=O)N(C)C(C)C3=C(C=C(C=C3)C3CC3)F)COC2